N1(N=CN=C1)C[C@@]1(C[C@@H](CO1)COC1=CC(=NC(=C1)C)N1CCN(CC1)C1=CC=C(C(=O)NC2=NC=C(C=C2)F)C=C1)C1=C(C=C(C=C1)F)F 4-(4-(4-(((3R,5R)-5-((1H-1,2,4-triazol-1-yl)methyl)-5-(2,4-difluorophenyl)tetrahydrofuran-3-yl)methoxy)-6-methylpyridin-2-yl)piperazin-1-yl)-N-(5-fluoropyridin-2-yl)benzamide